OC=1C(=CC(=NC1)C)C=1N=C(N(C1)COCC[Si](C)(C)C)C(=O)OCC ethyl 4-(5-hydroxy-2-methylpyridin-4-yl)-1-((2-(trimethylsilyl) ethoxy) methyl)-1H-imidazole-2-carboxylate